[Sn].C(CCCCCCC)C=1SC=CC1 octyl-thiophene tin